N-[2-amino-5-(4-fluorophenyl)phenyl]-6-(methylsulfonimidoyl)thieno[3,2-c]pyridine-2-carboxamide NC1=C(C=C(C=C1)C1=CC=C(C=C1)F)NC(=O)C1=CC=2C=NC(=CC2S1)S(=O)(=N)C